4-(5-amino-2-fluoro-4-((3S,5R)-3,4,5-trimethylpiperazin-1-yl)phenyl)-N-(cyclopropylmethyl)-N-methylthiazole-2-carboxamide NC=1C(=CC(=C(C1)C=1N=C(SC1)C(=O)N(C)CC1CC1)F)N1C[C@@H](N([C@@H](C1)C)C)C